NC(=O)C=1C=C(C=NC1)OC(=O)N1[C@@H](CN(CC1)CC1=CC(=CC=C1)OC(F)(F)F)C (R)-2-methyl-4-(3-(trifluoromethoxy)benzyl)piperazin-1-carboxylic acid 5-aminoformylpyridine-3-yl ester